(3S,7R,8aS)-3-(4-chlorobenzyl)-7-hydroxyhexahydropyrrolo[1,2-a]pyrazine-1,4-dione ClC1=CC=C(C[C@@H]2NC([C@H]3N(C2=O)C[C@@H](C3)O)=O)C=C1